1,2-bis(3-maleimidylphenoxy)benzene C1(C=CC(N1C=1C=C(OC2=C(C=CC=C2)OC2=CC(=CC=C2)N2C(C=CC2=O)=O)C=CC1)=O)=O